C(C)(=O)O[C@H]1[C@@H](SC2=CC(=C(C(=C2)Cl)F)Cl)O[C@@H]([C@@H]([C@@H]1N1N=NC(=C1)N1CSC=C1)OC(C)=O)COC(C)=O 3,5-dichloro-4-fluoro-phenyl 2,4,6-tri-O-acetyl-3-deoxy-3-[4-(3-thiazolyl)-1H-1,2,3-triazol-1-yl]-1-thio-alpha-D-galactopyranoside